FC(C=1C=CC2=C(CC(O2)C=2C=C(C#N)C=CC2)C1)(F)F m-[5-(trifluoromethyl)-2,3-dihydro-1-benzofuran-2-yl]benzonitrile